2-(2,3-dihydro-1H-inden-5-yloxy)-N-phenyl-N-(thiophen-2-ylmethyl)acetamide C1CCC2=CC(=CC=C12)OCC(=O)N(CC=1SC=CC1)C1=CC=CC=C1